C(C1=CC=CC=C1)OC1=C(C(=O)O)C=CC(=C1OCC1=CC=CC=C1)OCC1=CC=CC=C1 2,3,4-Tribenzyloxybenzoic acid